3-((7-((R)-2-(3,5-difluorophenyl)piperazine-1-carbonyl)-7-azaspiro[4.5]dec-10-yl)methyl)-6-phenylpyrimidin-4(3H)-one FC=1C=C(C=C(C1)F)[C@H]1N(CCNC1)C(=O)N1CC2(CCCC2)C(CC1)CN1C=NC(=CC1=O)C1=CC=CC=C1